C(#N)C1=NC2=CC(=CC(=C2N=C1N1CC2(CC1)C(N(CC2)C)=O)[C@@H](C)NC2=C(C(=O)O)C=CC=C2)C 2-(((1R)-1-(2-cyano-7-methyl-3-(7-methyl-6-oxo-2,7-diazaspiro[4.4]nonan-2-yl)quinoxalin-5-yl)ethyl)amino)benzoic acid